CC1=NSC=C1 3-methylisothiazole